2-(3-bromophenyl)-1H-benzimidazole BrC=1C=C(C=CC1)C1=NC2=C(N1)C=CC=C2